glycerol tritosylate S(=O)(=O)(C1=CC=C(C)C=C1)OCC(OS(=O)(=O)C1=CC=C(C)C=C1)COS(=O)(=O)C1=CC=C(C)C=C1